C1OCC12CN(C2)C2CCC(CC2)NC=2C=1C=C(N(C1C=CC2)CC(F)(F)F)C#CCN[C@H]2[C@@H](COCC2)OC N-((1S,4S)-4-(2-oxa-6-azaspiro[3.3]heptan-6-yl)cyclohexyl)-2-(3-(((3S,4R)-3-methoxytetrahydro-2H-pyran-4-yl)amino)prop-1-yn-1-yl)-1-(2,2,2-trifluoroethyl)-1H-indol-4-amine